2-(4-(trifluoromethyl)piperidin-1-yl)aniline FC(C1CCN(CC1)C1=C(N)C=CC=C1)(F)F